CC(C)(C1=NC=CC=N1)NC1=NC(NC2=CC=C(C=C12)[N+](=O)[O-])=O 4-[(1-methyl-1-pyrimidin-2-yl-ethyl)amino]-6-nitro-1H-quinazolin-2-one